CC(=C)[C@H](C=C)O (S)-2-methyl-1,4-pentadien-3-ol